C(=S)O.N1N=CC=C1 diazole thioformate